(1R,2S,3R,5S)-3-(4-amino-7H-pyrrolo[2,3-d]pyrimidin-7-yl)-5-(2-((S)-2-cyclobutyl-1,2,3,4-tetrahydrobenzo[b][1,8]naphthyridin-8-yl)ethyl)cyclopentane-1,2-diol NC=1C2=C(N=CN1)N(C=C2)[C@H]2[C@@H]([C@@H]([C@H](C2)CCC=2C=CC=1C(=NC=3N[C@@H](CCC3C1)C1CCC1)C2)O)O